ClC=1C=C(C(=O)N2CC=3C(=NN4C3C(N(C[C@H]4C(=O)NC)C(C)C4=CC(=C(C=C4)OC(F)F)F)=O)C[C@H]2C)C=CC1Cl (3R,7S)-2-(3,4-Dichlorobenzoyl)-9-(1-(4-(difluoromethoxy)-3-fluorophenyl)ethyl)-N,3-dimethyl-10-oxo-1,2,3,4,7,8,9,10-octahydropyrido[4',3':3,4]pyrazolo[1,5-a]pyrazine-7-carboxamide